5-chloro-8-(tetrahydro-2H-pyran-4-yl)-[1,2,4]triazolo[4,3-c]pyrimidine ClC1=NC=C(C=2N1C=NN2)C2CCOCC2